(3H-Benzo[e]indol-2-yl)-pyridin-4-yl-methanone C1=C(NC=2C=CC3=C(C12)C=CC=C3)C(=O)C3=CC=NC=C3